N-(3-(3-cyclopropyl-1,2,4-oxadiazol-5-yl)phenyl)-N-((4-(5-cyclopropyl-1,3,4-oxadiazol-2-yl)bicyclo[2.2.2]octan-1-yl)methyl)-3-fluorobicyclo[1.1.1]pentane-1-carboxamide C1(CC1)C1=NOC(=N1)C=1C=C(C=CC1)N(C(=O)C12CC(C1)(C2)F)CC21CCC(CC2)(CC1)C=1OC(=NN1)C1CC1